C(C1=CC=CC=C1)C1CN(CCC12CCC(CC2)CN2CCN(CC2)C(=O)OCC2C1=CC=CC=C1C=1C=CC=CC21)C(=O)OCC2=C(OC1=C2C=CC=C1Br)I (7-bromo-2-iodobenzofuran-3-yl)methanol Benzyl-9-((4-(((9H-fluoren-9-yl)methoxy)carbonyl)piperazin-1-yl)methyl)-3-azaspiro[5.5]undecane-3-carboxylate